6-Fluoro-4-methyl-1-(1-(4-(trifluoromethoxy)benzyl)piperidin-4-yl)-1,4-dihydroquinoxaline FC=1C=C2N(C=CN(C2=CC1)C1CCN(CC1)CC1=CC=C(C=C1)OC(F)(F)F)C